C(#N)C1=C(C=CC(=C1)F)S(=O)(=O)N1C[C@@H]([C@](C1)(CO)O)OC1=CC(=C(C#N)C=C1)F 4-(((3s,4s)-1-((2-cyano-4-fluorophenyl)sulfonyl)-4-hydroxy-4-(hydroxymethyl)pyrrolidin-3-yl)oxy)-2-fluorobenzonitrile